(2S)-2-(tert-butoxycarbonylamino)-4-methyl-pentanoic acid hydrate O.C(C)(C)(C)OC(=O)N[C@H](C(=O)O)CC(C)C